FC1=C(C=CC(=C1)F)C1=CC(=NO1)C(=O)N1CC2=CC=CC=C2C(C1)(C=1C=NN(C1)C)C [5-(2,4-difluorophenyl)isoxazol-3-yl]-[4-methyl-4-(1-methylpyrazol-4-yl)-1,3-dihydroisoquinolin-2-yl]methanone